C(C)(C)(C)NS(=O)(=O)C1=C(C=CC(=C1)NC(=O)NCC=1C=NC=CC1)C1=CN=C(S1)C1CCC(CC1)NC(OC(C)C)=O isopropyl ((1r,4r)-4-(5-(2-(N-(tert-butyl)sulfamoyl)-4-(3-(pyridin-3-ylmethyl)ureido)phenyl)thiazol-2-yl)cyclohexyl)carbamate